2-methoxy-4-(6-(4-pentanamidothiophen-2-yl)pyrazin-2-yl)-N-(thiazol-2-yl)benzamide COC1=C(C(=O)NC=2SC=CN2)C=CC(=C1)C1=NC(=CN=C1)C=1SC=C(C1)NC(CCCC)=O